N1=CC(=CC=C1)OC1=NC=NC2=CC=CC=C12 4-(pyridin-3-yloxy)quinazoline